FC1=CC=C(C=C1)C1=NN(C2=NC=NC(=C12)N)C (p-fluorophenyl-1-methyl-1H-1,2,5,7-tetraazainden-4-yl)amine